C(C(C)CCCC(C)CCCC(C)CCCC(C)C)(=O)O pristanoic acid